[N+](=O)([O-])C1=CC=C(OP(=O)(OC2=CC=CC=C2)N[C@@H](C(=O)OC(C)C)C)C=C1 isopropyl (2R)-2-[[(4-nitrophenoxy)-phenoxy-phosphoryl]amino]propanoate